4-Hydroxy-7-methoxy-1-methyl-2-oxo-1,2-dihydroquinoline-3-carbonitrile OC1=C(C(N(C2=CC(=CC=C12)OC)C)=O)C#N